2-(5-((1H-tetrazol-5-yl)methyl)-3-phenyl-4-(4-sulfamoylbenzyl)-1H-pyrazol-1-yl)thiazole-4-carboxylic acid N1N=NN=C1CC1=C(C(=NN1C=1SC=C(N1)C(=O)O)C1=CC=CC=C1)CC1=CC=C(C=C1)S(N)(=O)=O